6-(2-(cyclobutylmethyl)-7H-pyrrolo[2,3-d]pyrimidin-5-yl)-8-fluoro-[1,2,4]triazolo[1,5-a]pyridine C1(CCC1)CC=1N=CC2=C(N1)NC=C2C=2C=C(C=1N(C2)N=CN1)F